5-(3-fluorophenyl)-1,6-dimethyl-4-oxopyridine-3-carboxamide hydrochloride Cl.FC=1C=C(C=CC1)C=1C(C(=CN(C1C)C)C(=O)N)=O